rac-(6-cyclopropyl-imidazo[1,5-a]pyrazin-5-yl)-[1-(6-ethoxy-pyridin-3-yl)-1H-[1,2,3]triazol-4-yl]-methanol C1(CC1)C=1N=CC=2N(C1[C@@H](O)C=1N=NN(C1)C=1C=NC(=CC1)OCC)C=NC2 |r|